C(C1=CC=CC=C1)NC(CC1=NC=C(C=C1)C1=CC=C(C=C1)OCCC1CCS(CC1)(=O)=O)=O N-benzyl-2-(5-(4-(2-(1,1-dioxidotetrahydro-2H-thiopyran-4-yl)ethoxy)phenyl)pyridin-2-yl)acetamide